C(CCCCCCC\C=C/CCCCCCCC)(=O)NCC(=O)O N-Oleoylglycine